ClC1=C(C=CC(=C1)F)C1(CC1)C1=NOC(=N1)C1=NN(C(=C1)C(F)F)CC(=O)N[C@H]1COCC1 (R)-2-(3-(3-(1-(2-chloro-4-fluorophenyl)cyclopropyl)-1,2,4-oxadiazol-5-yl)-5-(difluoromethyl)-1H-pyrazol-1-yl)-N-(tetrahydrofuran-3-yl)acetamide